tert-butyl 4-((5-fluoro-2-iodo-4-(methoxycarbonyl)phenoxy)methyl)-3,6-dihydropyridine-1(2H)-carboxylate FC=1C(=CC(=C(OCC=2CCN(CC2)C(=O)OC(C)(C)C)C1)I)C(=O)OC